4,5-bis(methyl-d3)-2-(4-(methyl-d3)-3-(6-(methyl-d3)pyridin-2-yl)phenyl)pyridine trans-tert-butyl-(4-(5-(cis-3-(trifluoromethyl)cyclobutyl)-1,3,4-oxadiazol-2-yl)cyclohexyl)carbamate C(C)(C)(C)N(C(O)=O)[C@@H]1CC[C@H](CC1)C=1OC(=NN1)[C@@H]1C[C@@H](C1)C(F)(F)F.C(C1=CC(=NC=C1C([2H])([2H])[2H])C1=CC(=C(C=C1)C([2H])([2H])[2H])C1=NC(=CC=C1)C([2H])([2H])[2H])([2H])([2H])[2H]